CN(CCNC(O[C@@H]1CC[C@H](CC1)C(N(C[C@@H]1CC[C@H](CC1)C1=CC(=C(C=C1)OC)C)C1=CC(=CC=C1)C=1C=NN(C1)C1CC1)=O)=O)C trans-4-((3-(1-Cyclopropyl-1H-pyrazol-4-yl)phenyl)((trans-4-(4-methoxy-3-methylphenyl)cyclohexyl)methyl) carbamoyl)cyclohexyl (2-(dimethylamino)ethyl)carbamate